1-(4-(6-chloro-7-(2-fluoro-5-(trifluoro-methoxy)phenyl)quinazolin-4-yl)piperazin-1-yl)prop-2-en-1-one ClC=1C=C2C(=NC=NC2=CC1C1=C(C=CC(=C1)OC(F)(F)F)F)N1CCN(CC1)C(C=C)=O